(2-(3-(tert-Butyl)phenyl)-7-azaspiro[3.5]nonan-7-yl)((1s,3s)-3-hydroxy-3-methylcyclobutyl)methanone C(C)(C)(C)C=1C=C(C=CC1)C1CC2(C1)CCN(CC2)C(=O)C2CC(C2)(C)O